C(CCCCC)(=O)OCC1C=CC=CC1=O 6-oxo-benzyl hexanoate